ClC=1C=C(C=CC1)C#C\C=C/1\C(CN(CC1)S(=O)(=O)C1CCN(CC1)C(=O)OCC)(C)C ethyl 4-({(4E)-4-[3-(3-chlorophenyl)prop-2-yn-1-ylidene]-3,3-dimethylpiperidin-1-yl} sulfonyl)piperidine-1-carboxylate